NC1=NC(=C2N=CN(C2=N1)CCNC(=O)C1=NN(C=C1Cl)CC)O N-(2-(2-amino-6-hydroxy-9H-purin-9-yl)ethyl)-1-ethyl-4-chloro-1H-pyrazole-3-carboxamide